4-[6-(aminomethyl)-5-chloropyridin-3-yl]-2,6-dimethyl-piperazine-1-carboxylic acid tert-butyl ester C(C)(C)(C)OC(=O)N1C(CN(CC1C)C=1C=NC(=C(C1)Cl)CN)C